[4-(2-ketocyclopentyl-methyl)phenyl]propionic acid O=C1C(CCC1)CC1=CC=C(C=C1)C(C(=O)O)C